C1CC1C2=CC=C(C=C2)Br The molecule is a member of the class of bromobenzenes that is bromobenzene substituted by a cyclopropyl group at position 4. It has a role as a metabolite. It is a member of bromobenzenes and a member of cyclopropanes.